(1S,2R)-2-Amino-N-(4-fluoro-3-(trifluoromethyl)phenyl)cyclobutane-1-carboxamide Hydrobromide Br.N[C@H]1[C@H](CC1)C(=O)NC1=CC(=C(C=C1)F)C(F)(F)F